C(=O)O.C=C Ethylene formate